N1=NC=C(C=C1)C1=CC(=C2C=NNC2=C1)NCCOCCCCNCC=1C=C(C(=O)N)C=C(C1)OC(F)(F)F 3-(((4-(2-((6-(pyridazin-4-yl)-1H-indazol-4-yl)amino)ethoxy)butyl)amino)methyl)-5-(trifluoromethoxy)benzamide